5-chloro-2-(chloromethyl)-1-[2-(methanesulfonyl)ethyl]-1H-benzimidazole ClC1=CC2=C(N(C(=N2)CCl)CCS(=O)(=O)C)C=C1